8-(4,4-difluoropiperidin-1-yl)-1,7-naphthyridine FC1(CCN(CC1)C=1N=CC=C2C=CC=NC12)F